N-((E)-(S)-11-methyl-9-oxo-8,17,19-triaza-tricyclo[14.2.1.02,7]nonadeca-1(18),2,4,6,12,16(19)-hexaen-15-yl)-acrylamide C[C@H]\1CC(NC2=CC=CC=C2C2=CNC(C(C/C=C1)NC(C=C)=O)=N2)=O